4-((3R,5R)-5-((3-chloro-1-methyl-2-oxo-1,2-dihydropyridin-4-yl)amino)-1-methylpiperidin-3-yl)benzoic acid ClC=1C(N(C=CC1N[C@@H]1C[C@@H](CN(C1)C)C1=CC=C(C(=O)O)C=C1)C)=O